α-D-ribofuranose O[C@@H]1[C@H](O)[C@H](O)[C@H](O1)CO